Cl.N[C@H](C(=O)N1[C@@H](C[C@H](C1)O)C(=O)NCC1=CC=C(C=C1)C1=C(N=CS1)C)C(C)(C)C (2S,4R)-1-[(2S)-2-amino-3,3-dimethyl-butyryl]-4-hydroxy-N-[[4-(4-methylthiazol-5-yl)phenyl]methyl]pyrrolidine-2-carboxamide hydrochloride